tris[5-(N,N-Diethylamino)pentyl]amin C(C)N(CC)CCCCCN(CCCCCN(CC)CC)CCCCCN(CC)CC